trihydrogen orthosilicate [Si](O)(O)(O)[O-]